ClC1=CC=C(C=C1)N1C(C(CC1=O)N1CCN(CC1)C1=CC=C(C=C1)OC(F)(F)F)=O 1-(4-chlorophenyl)-3-(4-(4-(trifluoromethoxy)phenyl)piperazin-1-yl)pyrrolidine-2,5-dione